ethyl 6-(1-(adamantan-1-ylmethyl)-5-methyl-1H-pyrazol-4-yl)-3-(6-(benzo[d]thiazol-2-ylamino)pyridin-3-yl)pyrazolo[5,1-b]oxazole-7-carboxylate C12(CC3CC(CC(C1)C3)C2)CN2N=CC(=C2C)C2=NN3C(OC=C3C=3C=NC(=CC3)NC=3SC1=C(N3)C=CC=C1)=C2C(=O)OCC